C1(=CC=CC2=CC=CC=C12)S(=O)(=O)N naphthalene-1-sulfonamide